NC=1C(=NC=CC1)NC=1C=C(C(=NC1)C(=O)OC)F methyl 5-((3-aminopyridin-2-yl)amino)-3-fluoropicolinate